CC(C)(C)C(=O)O dimethylpropionic acid